COC1=CC=C(C=C1)CN1CCC(CC1)C cis-1-[(4-methoxyphenyl)methyl]-4-methyl-piperidine